tert-butyl 2-bromo-9,9-dimethyl-6-(2-oxopropoxy)acridine-10(9H)-carboxylate {tert-butyl 2-bromo-9,9-dimethyl-6-(2-oxopropoxy)acridine-10(9H)-carboxylate} C(C)(C)(C)C1=C(C=CC=2N(C3=CC(=CC=C3C(C12)(C)C)OCC(C)=O)C(=O)O)Br.BrC1=CC=2C(C3=CC=C(C=C3N(C2C=C1)C(=O)OC(C)(C)C)OCC(C)=O)(C)C